tert-butyl (3R)-4-[4-amino-2-fluoro-5-(methylamino)phenyl]-3-methyl-piperazine-1-carboxylate NC1=CC(=C(C=C1NC)N1[C@@H](CN(CC1)C(=O)OC(C)(C)C)C)F